COCCOC(C[C@H]1C=2N(C3=C(C(=N1)C1=CC=C(C(=O)OCC4=CC=CC=C4)C=C1)C(=C(S3)C)C)C(=NN2)C)=O Benzyl (S)-4-(6-(2-(2-methoxyethoxy)-2-oxoethyl)-2,3,9-trimethyl-6H-thieno[3,2-f][1,2,4]triazolo[4,3-a][1,4]diazepinyl)benzoate